2-(thiophene-2-carboxamido)-N-(2-chloro-6-methylphenyl)-1,3-selenazol-5-carboxamide S1C(=CC=C1)C(=O)NC=1[Se]C(=CN1)C(=O)NC1=C(C=CC=C1C)Cl